FC=1C=C2C(CC3(NC2=C(C1)F)CCN(CC3)C(=O)NCC3=C(OC=C3)C)=O 6',8'-difluoro-N-((2-methylfuran-3-yl)methyl)-4'-oxo-3',4'-dihydro-1'h-spiro[piperidine-4,2'-quinoline]-1-carboxamide